C(#N)C=1C(=NC(=NC1)N[C@H]1C[C@H](CCC1)N1C=NC2=C1C=C(C=C2)C#N)C=2C=NN(C2)CC(F)F 1-((1S,3R)-3-((5-cyano-4-(1-(2,2-difluoroethyl)-1H-pyrazol-4-yl)pyrimidin-2-yl)amino)cyclohexyl)-1H-benzo[d]imidazole-6-carbonitrile